FC=1C=C(C(=O)NC)C=C(C1)F 3,5-difluoro-N-methyl-benzamide